(R)-N-(2-(3-oxa-8-azabicyclo[3.2.1]oct-8-yl)benzyl)-2-(9-(pyridin-2-yl)-6-oxaspiro[4.5]decan-9-yl)ethylamine C12COCC(CC1)N2C2=C(CNCC[C@]1(CCOC3(CCCC3)C1)C1=NC=CC=C1)C=CC=C2